N-(5-bromo-2,3-dihydro-1H-inden-4-yl)pivaloamide BrC=1C(=C2CCCC2=CC1)NC(C(C)(C)C)=O